NC(C(C1=CC=CC=C1)NC(=O)N1C(C(NC2=C(C1)C=CC=C2)=O)C(C)CC)=O N-(2-amino-2-oxo-1-phenylethyl)-3-(sec-butyl)-2-oxo-1,2,3,5-tetrahydro-4H-benzo[1,4]diazepine-4-carboxamide